(S)-2-hydroxy-N-(4-nitrophenylethyl)butyramide O[C@H](C(=O)NCCC1=CC=C(C=C1)[N+](=O)[O-])CC